3-methoxy-N-methyl-5-((3-(6-methylpyrimidin-4-yl)pyridin-2-yl)oxy)benzamide COC=1C=C(C(=O)NC)C=C(C1)OC1=NC=CC=C1C1=NC=NC(=C1)C